1-(1'-(4-(trifluoromethyl)-phenyl)-1',4'-dihydro-2'H-spiro[piperidine-4,3'-quinolin]-1-yl)prop-2-en-1-one FC(C1=CC=C(C=C1)N1CC2(CC3=CC=CC=C13)CCN(CC2)C(C=C)=O)(F)F